4-chlorobutyric acid ammonium salt [NH4+].ClCCCC(=O)[O-]